CC=1C(=NC=CC1)C1=NC=CC=C1.[N] nitrogen methyl-bipyridine